3-(4'-chloro-2-methyl-[1,1'-biphenyl]-4-yl)-1-cyclopentylpiperidine ClC1=CC=C(C=C1)C1=C(C=C(C=C1)C1CN(CCC1)C1CCCC1)C